2-(3-(6-(4-methyl-4H-1,2,4-triazol-3-yl)-2-oxaspiro[3.3]heptan-6-yl)phenyl)-4-(trifluoromethyl)isoindolin-1-one CN1C(=NN=C1)C1(CC2(COC2)C1)C=1C=C(C=CC1)N1C(C2=CC=CC(=C2C1)C(F)(F)F)=O